Cyclohexanecarboxylic acid {2-chloro-4-[(5-chloro-thiophen-2-ylmethyl)-(methyl)amino]-phenyl}-amide ClC1=C(C=CC(=C1)N(C)CC=1SC(=CC1)Cl)NC(=O)C1CCCCC1